OCCNCCO 2-(2-hydroxy-ethylamino)-ethanol